2,4-dimethoxy-3-methyl-pyridine COC1=NC=CC(=C1C)OC